OC(=O)C(F)(F)F.ClC=1C(=C2CNCC2=CC1)N(C(C=C)=O)C N-(5-chloroisoindolin-4-yl)-N-methyl-acrylamide TFA salt